3-(1,1-difluoro-5-phenyl-pent-1-en-3-yl)pyridine FC(=CC(CCC1=CC=CC=C1)C=1C=NC=CC1)F